benzo[c][1,2,5]oxadiazepine N=1OC=CN=C2C1C=CC=C2